FC(C(=O)O)(F)F.FC1=C(C(=CC(=C1)N1CCNCC1)F)C1C(NC(CC1)=O)=O 3-(2,6-difluoro-4-(piperazin-1-yl)phenyl)piperidine-2,6-dione trifluoroacetate